NN1C(N(C(C(=C1)/C(/C)=N/OC(C)C)=O)C[C@H](C(C)C)NC(C(C)C)=O)=O (S,E)-N-(1-(3-amino-5-(1-(isopropoxyimino)ethyl)-2,6-dioxo-3,6-dihydropyrimidin-1(2H)-yl)-3-methylbutan-2-yl)isobutyramide